triethanolamine Triheptanoate C(CCCCCC)(=O)O.C(CCCCCC)(=O)O.C(CCCCCC)(=O)O.N(CCO)(CCO)CCO